8-(hexahydrocyclopenta[c]pyrrol-2(1H)-yl)-3-((3aS,4S,6R,6aR)-6-(hydroxymethyl)-2,2-dimethyltetrahydrofuro[3,4-d][1,3]dioxol-4-yl)imidazo[1,2-b]pyridazine-6-carbonitrile C1N(CC2C1CCC2)C=2C=1N(N=C(C2)C#N)C(=CN1)[C@@H]1O[C@@H]([C@H]2OC(O[C@H]21)(C)C)CO